1-(4-amino-5-fluoro-2-(trifluoromethyl)phenyl)ethan-1-one NC1=CC(=C(C=C1F)C(C)=O)C(F)(F)F